C(#N)C=1C=C(CNC[C@H](CN2C[C@H]3CCCC[C@H]3C[C@H]2C(=O)O)O)C=CC1 (3S,4aS,8aS)-2-[(R)-3-(3-cyanobenzylamino)-2-hydroxypropyl]decahydroisoquinoline-3-carboxylic acid